tert-butyl (2-(2-fluoro-5-nitrophenoxy)ethyl)carbamate FC1=C(OCCNC(OC(C)(C)C)=O)C=C(C=C1)[N+](=O)[O-]